4-[(2-methyl-[1,2,4]triazolo[1,5-a]pyridin-7-yl)methyl]cyclohexanecarboxylic acid CC1=NN2C(C=C(C=C2)CC2CCC(CC2)C(=O)O)=N1